C12CN(CC(CC1)C2)C2=C(C(=O)OC)C=CC(=C2)[N+](=O)[O-] Methyl 2-(3-azabicyclo[3.2.1]oct-3-yl)-4-nitrobenzoate